NC=1N=NC(=CC1C1=CC=C(C=C1)NC1CCN(CC1)C=1C=C2C(N(C(C2=CC1)=O)C1C(NC(CC1)=O)=O)=O)C1=C(C=CC=C1)O 5-(4-((4-(3-amino-6-(2-hydroxyphenyl)pyridazin-4-yl)phenyl)amino)piperidin-1-yl)-2-(2,6-dioxopiperidin-3-yl)isoindoline-1,3-dione